C(#N)C1=CC=C(C=C1)C=1C=NN2C1C=CC(=C2)C2=CN(C(C=1CCN(CC21)C(=O)OC(C)(C)C)=O)C tert-butyl 8-(3-(4-cyanophenyl)pyrazolo[1,5-a]pyridin-6-yl)-6-methyl-5-oxo-3,4,5,6-tetrahydro-2,6-naphthyridine-2(1H)-carboxylate